C(C)(C)(C)OC(N(C)CCC(C1=CC=CC=C1)OC1=CC(=CC=C1)N(C(=O)C=1C=NC(=NC1)NCC)C)=O (3-(3-(2-(ethylamino)-N-methylpyrimidine-5-carboxamido)phenoxy)-3-phenylpropyl)(methyl)carbamic acid tert-butyl ester